octenylaminopropylmethyldimethoxysilane C(=CCCCCCC)NCCC[Si](OC)(OC)C